O=C(CC#N)C1=CC2=C(N1COCC[Si](C)(C)C)C=CO2 3-oxo-3-(4-((2-(trimethylsilyl)ethoxy)methyl)-4H-furo[3,2-b]pyrrol-5-yl)propanenitrile